N-methyl-N-butyl-ethanolamine 3,4-dioxobutan-2-yl-2-azidoacetate O=C(C(C)C(C(=O)OCCN(CCCC)C)N=[N+]=[N-])C=O